1-(2-hydroxyethyl)-3-(isoquinolin-4-yl)-6-(trifluoromethyl)quinazoline-2,4(1H,3H)-dione OCCN1C(N(C(C2=CC(=CC=C12)C(F)(F)F)=O)C1=CN=CC2=CC=CC=C12)=O